(3,3-difluoropropyl) (2,2,2-trifluoroethyl) sulfite S(=O)(OCCC(F)F)OCC(F)(F)F